C1(=CC=CC=C1)C1=C(C=CC=C1)[O-] phenylphenolate